N-((1-(2,4-difluorobenzyl)spiro[2.2]pentan-1-yl)methyl)-6-oxo-1,6-dihydropyrimidine-2-carboxamide FC1=C(CC2(CC23CC3)CNC(=O)C=3NC(C=CN3)=O)C=CC(=C1)F